methyl acetoacetate phosphate P(=O)(O)(O)O.C(CC(=O)C)(=O)OC